C(C)OC(CC(=O)NC=1CCCSC1C(=O)OCC)=O ethyl 5-(3-ethoxy-3-oxopropanamido)-3,4-dihydro-2H-thiopyran-6-carboxylate